4-((5-(azetidin-3-yloxy)pyridin-2-yl)ethynyl)-N1-methyl-2,7-naphthyridine-1,6-diamine N1CC(C1)OC=1C=CC(=NC1)C#CC1=CN=C(C2=CN=C(C=C12)N)NC